2-pyrimidine-2-yl-methyl-isoindole N1=C(N=CC=C1)N1C(=C2C=CC=CC2=C1)C